Racemic-6-(3-(3-(5-methoxy-1-methyl-3,4-dihydroisoquinolin-2(1H)-yl)propanoyl)-3,8-diazabicyclo[3.2.1]octan-8-yl)nicotinonitrile COC1=C2CCN(C(C2=CC=C1)C)CCC(=O)N1CC2CCC(C1)N2C2=NC=C(C#N)C=C2